CC1=C(C=CC(=C1)/C=N/O)C(=O)O (4-(hydroxyimino)methyl)-2-methylbenzoic acid